(S)-N-(3-(2-((1,5-dimethyl-1H-pyrazol-3-yl)amino)-5-methylpyrimidin-4-yl)-1H-indol-7-yl)-2-(3-((5-fluoro-4-morpholinopyrimidin-2-yl)oxy)pyrrolidin-1-yl)acetamide CN1N=C(C=C1C)NC1=NC=C(C(=N1)C1=CNC2=C(C=CC=C12)NC(CN1C[C@H](CC1)OC1=NC=C(C(=N1)N1CCOCC1)F)=O)C